The molecule is a dibenzodioxocine that is 5H,7H-dibenzo[b,g][1,5]dioxocin-5-one substituted by a hydroxy group at position 11, a (1S)-1-hydroxy-3-methylbutyl group at position 3 and a methoxy and a methyl group at positions 4 and 9 respectively. It is isolated from the culture broth of Penicillium asperosporum and acts as an acyl-CoA:cholesterol acyltransferase inhibitor. It has a role as an EC 2.3.1.26 (sterol O-acyltransferase) inhibitor, an antimicrobial agent and a Penicillium metabolite. It is a member of phenols, an aromatic ether, a lactone, a secondary alcohol and a dibenzodioxocine. CC1=CC2=C(C(=C1)O)OC3=C(C(=C(C=C3)[C@H](CC(C)C)O)OC)C(=O)OC2